10-(2',5'-dihydroxyphenyl)-9,10-dihydro-9-oxa-10-phosphaphenanthrene-10-oxide OC1=C(C=C(C=C1)O)P1(OC2=CC=CC=C2C=2C=CC=CC12)=O